3-hydroxy-3-methyl-6-((7-((4-(propan-2-ylsulfonimidoyl)phenyl)amino)-2,6-naphthyridin-1-yl)ethynyl)indolin-2-one OC1(C(NC2=CC(=CC=C12)C#CC1=NC=CC2=CN=C(C=C12)NC1=CC=C(C=C1)S(=O)(=N)C(C)C)=O)C